BrC1=CC(=NC=C1)C(CCC=O)=O 4-(4-bromopyridin-2-yl)-4-oxobutanal